N-(2-methoxyethyl)-6-[[5-[2-methyl-4-[[(2R)-1-methylazetidin-2-yl]methoxy]pyrazol-3-yl]pyrazolo[1,5-a]pyridin-2-yl]amino]pyridine-3-carboxamide COCCNC(=O)C=1C=NC(=CC1)NC1=NN2C(C=C(C=C2)C=2N(N=CC2OC[C@@H]2N(CC2)C)C)=C1